2-fluoro-6-(7-(trifluoromethoxy)chroman-4-yl)-3-(trifluoromethyl)benzoic acid FC1=C(C(=O)O)C(=CC=C1C(F)(F)F)C1CCOC2=CC(=CC=C12)OC(F)(F)F